2-(p-toluenesulfonyloxy)benzoic acid CC1=CC=C(C=C1)S(=O)(=O)OC1=C(C(=O)O)C=CC=C1